4-(((3,4-dihydroisoquinolin-2(1H)-yl)methyl)-4-hydroxypiperidin-1-yl)(4-methyl-3-(phenylamino)phenyl)methanone C1N(CCC2=CC=CC=C12)CC1N(CCC(C1)O)C1(C(C=C(C=C1)C=O)NC1=CC=CC=C1)C